tert-butyl N-(1,3,5-trimethylpyridin-1-ium-4-yl)carbamate C[N+]1=CC(=C(C(=C1)C)NC(OC(C)(C)C)=O)C